FC(C1(COC1)C=1C=C(C=CC1)N1C(C2=CC(=CC(=C2C1)C(F)(F)F)CN1CC(C1)F)=O)(C1=NN=CN1C)F 2-(3-(3-(difluoro(4-methyl-4H-1,2,4-triazol-3-yl)methyl)oxetan-3-yl)phenyl)-6-((3-fluoroazetidin-1-yl)methyl)-4-(trifluoromethyl)isoindolin-1-one